2-bromo-4-fluoro-1-iodobenzene BrC1=C(C=CC(=C1)F)I